6-[(2-hydroxy-6-oxocyclohex-1-en-1-yl)carbonyl]1,5-dimethyl-3-(2-methylphenyl)quinazoline-2,4(1H,3H)-dione OC1=C(C(CCC1)=O)C(=O)C=1C(=C2C(N(C(N(C2=CC1)C)=O)C1=C(C=CC=C1)C)=O)C